C(=O)C=O The molecule is the dialdehyde that is the smallest possible and which consists of ethane having oxo groups on both carbons. It has a role as a pesticide, an agrochemical and an allergen.